C(CCCCCCCCC)OC(CCCCCCCC/C=C/CCO)OCCCCCCCCCC (3E)-13,13-didecoxy-3-tridecen-1-ol